C(CCCC#C)NC(NC1=CC=C(O[C@@H]2[C@H]([C@H]([C@@H]([C@H](O2)CCP(O)(O)=O)O)O)O)C=C1)=O (2-((2R,3S,4S,5S,6R)-6-(4-(3-(hex-5-yn-1-yl)ureido)phenoxy)-3,4,5-trihydroxytetrahydro-2H-pyran-2-yl)ethyl)phosphonic acid